1-[4-(7,9-difluoro-1,4,4-trimethyl-5H-[1,2,4]triazolo[4,3-a]quinoxalin-8-yl)-6-fluoro-1H-indol-1-yl]-ethanone FC=1C=C2NC(C=3N(C2=C(C1C1=C2C=CN(C2=CC(=C1)F)C(C)=O)F)C(=NN3)C)(C)C